6-bromo-2-(trifluoroacetyl)-1,2,3,4-tetrahydroisoquinolin-7-yl trifluoromethanesulfonate FC(S(=O)(=O)OC1=C(C=C2CCN(CC2=C1)C(C(F)(F)F)=O)Br)(F)F